C1(CC1)COC=1C=C(C=CC1)B(O)O 3-(cyclopropylmethoxy)phenylboronic acid